3,4-Diallyloxyphenyl-ethanol C(C=C)OC=1C=C(C=CC1OCC=C)C(C)O